ClC=1C=NC(=NC1)N1CCC(=CC1)C=1C(=CC(=C(C1)NC(=O)C1=CNC(C=C1C(F)(F)F)=O)N1C[C@H](N([C@H](C1)C)C)C)F |r| N-[5-[1-(5-chloropyrimidin-2-yl)-3,6-dihydro-2H-pyridin-4-yl]-4-fluoro-2-[rac-(3R,5S)-3,4,5-trimethylpiperazin-1-yl]phenyl]-6-oxo-4-(trifluoromethyl)-1H-pyridine-3-carboxamide